FC1(CCN(CC1)C=1N=C(C=C2C1OC=C2)NC(C2=C(C=C(C=C2N2CCC1(CC1)CC2)NS(=O)(=O)CCO)F)=O)F N-(7-(4,4-difluoropiperidin-1-yl)furo[2,3-c]pyridin-5-yl)-2-fluoro-4-((2-hydroxyethyl)sulfonamido)-6-(6-azaspiro[2.5]octan-6-yl)benzamide